FC1=C(C=CC(=C1)F)C1=CC(=NO1)C(=O)NC1(CN(C1)CC(C)C)CC(=O)OCC ethyl 2-(3-(5-(2,4-difluorophenyl)isoxazole-3-carboxamido)-1-isobutylazetidin-3-yl)acetate